OC1C(CC12CCN(CC2)C(=O)[O-])C2N1C(C3=CC=CC=C23)=CN=C1 hydroxy-2-[5H-imidazo[4,3-a]isoindol-5-yl]-7-azaspiro[3.5]nonane-7-carboxylate